2-(3,4-dimethoxyphenyl)-7-(piperidin-4-yl)-5,6,7,8-tetrahydroimidazo[1,2-a]pyridine hydrochloride Cl.COC=1C=C(C=CC1OC)C=1N=C2N(CCC(C2)C2CCNCC2)C1